N-(3-(2-cyanopropan-2-yl)phenyl)-2-(2-(6-((cis)-2,6-dimethylmorpholino)pyridin-2-yl)-1,6-naphthyridin-7-yl)acetamide C(#N)C(C)(C)C=1C=C(C=CC1)NC(CC1=NC=C2C=CC(=NC2=C1)C1=NC(=CC=C1)N1C[C@@H](O[C@@H](C1)C)C)=O